FC=1C=C(C=NC1)C1=NC=2N(C(=C1)O)N=CC2C(C)C 5-(5-fluoro-3-pyridinyl)-3-isopropyl-pyrazolo[1,5-a]pyrimidin-7-ol